S-(3-isopropyl-6-methylcyclohex-2-en-1-yl)cysteine C(C)(C)C1=CC(C(CC1)C)SC[C@H](N)C(=O)O